C(=O)C=1C=NN(C1)C(N)=S 4-FORMYL-1H-PYRAZOLE-1-CARBOTHIOAMIDE